NC[C@@]1([C@@H]2CCN(C[C@H]12)C1=CN=C2C(=N1)NN=C2C2=C(C1=C(NC(N1)=O)C=C2)C)C2=C(C=CC=C2)F 5-(6-((1S,6R,7R)-7-(aminomethyl)-7-(2-fluorophenyl)-3-azabicyclo[4.1.0]heptan-3-yl)-1H-pyrazolo[3,4-b]pyrazin-3-yl)-4-methyl-1,3-dihydro-2H-benzo[d]imidazol-2-one